CC1(COC2=C(C(N1)=O)C=CC(=C2)C2=NNC1=NC=C(C=C12)C=1C=C2CC(CC2=CC1)N1[C@H](CCC1)C)C 3,3-dimethyl-8-(5-{2-[(2S)-2-methylpyrrolidin-1-yl]-2,3-dihydro-1H-inden-5-yl}-1H-pyrazolo[3,4-b]pyridin-3-yl)-2,3,4,5-tetrahydro-1,4-benzoxazepin-5-one